3-(2-Fluoro-4-(4-(piperidin-4-ylmethyl)piperazin-1-yl)phenyl)piperidine-2,6-dione FC1=C(C=CC(=C1)N1CCN(CC1)CC1CCNCC1)C1C(NC(CC1)=O)=O